C(C)C1=C(C=CC(=N1)N1C(N(C2(C1)CCN(CC2)CC(C)O)CC2=C(C(=CC=C2)F)C)=O)C=2C=NNC2 3-(6-ethyl-5-(1H-pyrazol-4-yl)pyridin-2-yl)-1-(3-fluoro-2-methylbenzyl)-8-(2-hydroxypropyl)-1,3,8-triazaspiro[4.5]decan-2-one